OC=1N=C(SC1C(=O)OCC)C ethyl 4-hydroxy-2-methylthiazole-5-carboxylate